4'-(4-Methylpiperazin-1-yl)-3'-nitro-[1,1'-Biphenyl] CN1CCN(CC1)C1=C(C=C(C=C1)C1=CC=CC=C1)[N+](=O)[O-]